C1(=CC=CC=C1)N1C2=CC=CC=C2C=2C=C(C=CC12)C=1C=C(C=CC1)N1C2=C(C=3C=CC=CC13)N=CC=C2 5-(3-(9-phenyl-9H-carbazol-3-yl)phenyl)-5H-pyrido[3,2-b]indole